Methyl 2-(1-cyclobutyl-1H-pyrazol-4-yl)-5-({[1-(2-fluorophenyl)-2,2-dimethylcyclopropyl] carbonyl} amino)benzoate C1(CCC1)N1N=CC(=C1)C1=C(C(=O)OC)C=C(C=C1)NC(=O)C1(C(C1)(C)C)C1=C(C=CC=C1)F